C1=C(C=CC2=CC=CC=C12)C1=CC=C(C=C1)NC1=CC=C(C=C1)C1=CC2=CC=CC=C2C=C1 bis[4-(2-naphthyl)phenyl]amine